(dimethylamino){bis[(2-methylprop-2-yl)oxy]}methane CN(C)C(OC(C)(C)C)OC(C)(C)C